(aminomethyl)-N-(6,6-difluorobicyclo[3.1.0]hex-3-yl)-N-methylpyridin-2-amine NCC=1C(=NC=CC1)N(C)C1CC2C(C2C1)(F)F